butyl 6-([1,1'-biphenyl]-3-ylmethyl)-7-(2,2,2-trifluoroacetamido)-5-azaspiro[2.4]heptane-5-carboxylate C1(=CC(=CC=C1)CC1N(CC2(CC2)C1NC(C(F)(F)F)=O)C(=O)OCCCC)C1=CC=CC=C1